CC1=C(SC=2N=C(N=C(C21)N(CC(=O)NC2=CC=CC=C2)C)C2=NC=CC=C2)C 2-{[5,6-dimethyl-2-(pyridin-2-yl)thieno[2,3-d]pyrimidin-4-yl](methyl)amino}-N-phenylacetamide